ClC=1C(=NC=CC1C1=C(C(=CC=C1)NC1=C(C(=CC=C1OC)C=O)F)Cl)C1=CC(=C(CN(C(OC(C)(C)C)=O)C[C@H]2NC(CC2)=O)C=C1)OC tert-butyl (S)-(4-(3-chloro-4-(2-chloro-3-((2-fluoro-3-formyl-6-methoxyphenyl)amino)phenyl)pyridin-2-yl)-2-methoxybenzyl)((5-oxopyrrolidin-2-yl)methyl)carbamate